1-(6-((5-Fluoro-4-(8-fluoroquinolin-6-yl)pyrimidin-2-yl)amino)pyridin-3-yl)-4-methylpiperidin-4-ol hydrochloride Cl.FC=1C(=NC(=NC1)NC1=CC=C(C=N1)N1CCC(CC1)(O)C)C=1C=C2C=CC=NC2=C(C1)F